Cl.S1C2=C(C=C1)C=C(C=C2)N2CC1CN(CC1C2)C 2-(benzo[b]thiophen-5-yl)-5-methyloctahydropyrrolo[3,4-c]pyrrole hydrochloride